(S)-N-(sec-butyl)-5-(imidazo[1,2-b]pyridazin-6-yl)-7H-pyrrolo[2,3-d]pyrimidin-2-amine [C@H](C)(CC)NC=1N=CC2=C(N1)NC=C2C=2C=CC=1N(N2)C=CN1